(2,5-difluorophenyl)-N-(4-((6,7-bis(2-methoxyethoxy)quinazolin-4-yl)oxy)-3-fluorophenyl)-2-oxo-1,2,4,5,6,7-hexahydropyrazolo[1,5-a]pyridine-3-carboxamide FC1=C(C=C(C=C1)F)N1C(C(=C2N1CCCC2)C(=O)NC2=CC(=C(C=C2)OC2=NC=NC1=CC(=C(C=C21)OCCOC)OCCOC)F)=O